C1(CC1)N1C(=NC2=C1C=C(C(=C2NC(=O)NS(=O)(=O)O)N)F)C2=CC=C(C=C2)F 1-cyclopropyl-6-fluoro-2-(4-fluorophenyl)-5-aminosulfoureidobenzimidazole